N-{4-[(2-Methyl-4,5-dihydroimidazo[4,5-d][1]benzazepin-6(1H)-yl)carbonyl]phenyl}-2-biphenylcarboxamide CC=1NC2=C(CCN(C3=C2C=CC=C3)C(=O)C3=CC=C(C=C3)NC(=O)C=3C(=CC=CC3)C3=CC=CC=C3)N1